C(=C\C=CC(=O)O)/C(=O)O trans-1,3-butadiene-1,4-dicarboxylic acid